The molecule is a monoterpenoid that is 4,5,6,7-tetrahydro-1-benzofuran substituted by methyl groups at positions 3 and 6. It has a role as a nematicide and a plant metabolite. It is a member of 1-benzofurans and a monoterpenoid. CC1CCC2=C(C1)OC=C2C